7-((oxazol-2-ylmethyl)amino)-4-(o-tolyl)-2H-chromen-2-one O1C(=NC=C1)CNC1=CC=C2C(=CC(OC2=C1)=O)C1=C(C=CC=C1)C